CC1=CC(=CN=N1)C1=CC=C(CC2=C3C(=NC(=C2)C(=O)O)C=CO3)C=C1 7-(4-(6-methylpyridazin-4-yl)benzyl)furo[3,2-b]pyridine-5-carboxylic acid